cis-tetrahydrofuran-3,4-diamine dihydrochloride Cl.Cl.O1C[C@H]([C@H](C1)N)N